N-{4-[(1H-imidazol-1-yl)methyl]phenyl}-5H,6H,7H,8H-pyrido[3,4-d]pyrimidin-2-amine N1(C=NC=C1)CC1=CC=C(C=C1)NC=1N=CC2=C(N1)CNCC2